4-[4-(dimethylamino)-1-(4-fluorophenyl)-1-hydroxybutyl]-3-hydroxymethylbenzonitrile sulfate S(=O)(=O)(O)O.CN(CCCC(O)(C1=CC=C(C=C1)F)C1=C(C=C(C#N)C=C1)CO)C